(R)-2-(1-cyclopropyl-2-hydroxy-2-methylpropyl)-7-(1-(pyridin-4-yl)-1H-pyrazol-4-yl)isoindolin-1-one C1(CC1)[C@H](C(C)(C)O)N1C(C2=C(C=CC=C2C1)C=1C=NN(C1)C1=CC=NC=C1)=O